N1(CCC1)CC1(CCC1)CNC(=O)C1=CC2=C(S1)CCCCCC2 N-{[1-(azetidin-1-ylmethyl)cyclobutyl]methyl}-4H,5H,6H,7H,8H,9H-cycloocta[b]thiophene-2-carboxamide